C(C)(C)(C)OC(NC12CC(C1)(C2)C2=NOC(=C2)[C@@H]2C[C@@H](C2)OC(F)(F)F)=O (3-(5-(cis-3-(trifluoromethoxy)cyclobutyl)isoxazol-3-yl)bicyclo[1.1.1]pent-1-yl)carbamic acid tert-butyl ester